tert-butyl 4-[[1-(2,6-dibenzyloxy-3-pyridyl)-3-methyl-2-oxo-benzimidazol-5-yl]amino]benzoate C(C1=CC=CC=C1)OC1=NC(=CC=C1N1C(N(C2=C1C=CC(=C2)NC2=CC=C(C(=O)OC(C)(C)C)C=C2)C)=O)OCC2=CC=CC=C2